C(C)(C)(C)OC(=O)N(C(OC(C)(C)C)=O)CC=1N=NC(=CC1)C#N tert-butyl N-tert-butoxycarbonyl-N-[(6-cyanopyridazin-3-yl)methyl]carbamate